NC1=C(C=C(C=C1)N)S(=O)(=O)O 1,4-diaminobenzene-2-sulfonic acid